O[C@H]1[C@@H](CNC1)NCC1=C(OCC2=C(C#N)C=CC=C2)C=CC=C1 2-((((((3R,4R)-4-hydroxypyrrolidin-3-yl)amino)methyl)phenoxy)methyl)benzonitrile